C(C1=CC=CC=C1)OC=1C=CC(=NC1F)C=1C=NN(C1)COCC[Si](C)(C)C 2-[[4-(5-benzyloxy-6-fluoro-2-pyridinyl)pyrazol-1-yl]methoxy]ethyl-trimethyl-silane